2-(1-((trans)-1-(sec-butyl)-3-fluoropiperidin-4-yl)-1H-pyrazol-4-yl)-5-fluoro-N4-methylpyrimidine-2,4-diamine C(C)(CC)N1C[C@H]([C@@H](CC1)N1N=CC(=C1)C1(NC=C(C(=N1)NC)F)N)F